(S)-3-((acetylthio)methyl)-4-(3-bromo-5-(trifluoromethyl)pyridin-2-yl)piperazine-1-carboxylic acid tert-butyl ester C(C)(C)(C)OC(=O)N1C[C@H](N(CC1)C1=NC=C(C=C1Br)C(F)(F)F)CSC(C)=O